3-fluoro-2-isopropylphenyl trifluoromethanesulfonate FC(S(=O)(=O)OC1=C(C(=CC=C1)F)C(C)C)(F)F